3,4-di(oximino)dihydrofuran-2(3H)-one N(O)=C1C(OCC1=NO)=O